C(#N)C=1C=C(C=CC1)C=1C=NC(=NC1)N1C([C@@H]2N(CCNC2)CC1)=O (R)-8-(5-(3-Cyanophenyl)pyrimidin-2-yl)-9-oxooctahydro-2H-pyrazino[1,2-a]pyrazin